ClC1=CC(=C(C=2C=CN=CC12)O)F 8-Chloro-6-fluoroisoquinolin-5-ol